OC=1CN(NC(C1C(=O)N)=O)C 4-hydroxy-2-methyl-6-oxo-3H-pyridazine-5-carboxamide